bissilyl chromate [Cr](=O)(=O)(O[SiH3])O[SiH3]